6-[8-(1,3-benzothiazol-2-ylcarbamoyl)-3,4-dihydroisoquinolin-2(1H)-yl]-3-(1-benzyl-1H-pyrrol-3-yl)pyridine-2-carboxylic acid S1C(=NC2=C1C=CC=C2)NC(=O)C=2C=CC=C1CCN(CC21)C2=CC=C(C(=N2)C(=O)O)C2=CN(C=C2)CC2=CC=CC=C2